C(C)(C)(C)OC(=O)N1CC([C@@H](CC1)CN1CCN(CC1)C1=C2CCN(C2=CC=C1)C(=O)OCC1=CC=CC=C1)(F)F Benzyl 4-(4-{[(4S)-1-(tert-butoxycarbonyl)-3,3-difluoropiperidin-4-yl]methyl}piperazin-1-yl)-2,3-dihydroindole-1-carboxylate